N1CCC2(CC1)C(C1=CC=CC=C1C=C2)N spiro[naphthalene-2,4'-piperidin]-1-amine